2-((10-((tert-Butyldiphenylsilyl)oxy)-3-methyldecanoyl)oxy)propane-1,3-diyl dipalmitate C(CCCCCCCCCCCCCCC)(=O)OCC(COC(CCCCCCCCCCCCCCC)=O)OC(CC(CCCCCCCO[Si](C1=CC=CC=C1)(C1=CC=CC=C1)C(C)(C)C)C)=O